(1R,5S)-3-(5-chloro-6-fluoro-8-(methylsulfanyl)-2,3-dihydroimidazo[1',2':1,2]pyrido[4,3-d]pyrimidin-10-yl)-3,8-diazabicyclo[3.2.1]octane-8-carboxylic acid tert-butyl ester C(C)(C)(C)OC(=O)N1[C@H]2CN(C[C@@H]1CC2)C=2C1=C(N=C(N2)SC)C(=C(N2C1=NCC2)Cl)F